(rac)-7-benzyl 5-(tert-butyl) 2-(4-(bicyclo[1.1.1]pentan-1-yl)phenyl)-3,4,5a,6,8,9-hexahydro-2H-10-oxa-1,2,5,7-tetraazacycloocta[cd]indene-5,7-dicarboxylate C12(CC(C1)C2)C2=CC=C(C=C2)N2N=C1C=3[C@@H](N(CCC23)C(=O)OC(C)(C)C)CN(CCO1)C(=O)OCC1=CC=CC=C1 |r|